C(C)(C)(C)OC(=O)N1CC(=CC1)C1=CC=C2C(=CC=NC2=C1)OC1=CC=C(C=C1)NC(=O)C1(CC1)C(NC1=CC=C(C=C1)F)=O.C(CCC)[N+](COC)(CCCC)CCCC tributyl-(1-methoxymethyl)ammonium tert-Butyl-3-(4-(4-(1-((4-fluorophenyl)carbamoyl)cyclopropane-1-carboxamido)phenoxy)quinolin-7-yl)-2,5-dihydro-1H-pyrrole-1-carboxylate